COC1=CC=C(C=N1)NC(=O)C1CCC(CC1)N1C(C2=CC=CC(=C2C1)C)=O (1s,4s)-N-(6-methoxypyridin-3-yl)-4-(4-methyl-1-oxoisoindolin-2-yl)cyclohexanecarboxamide